((1R,4R,7R)-7-amino-2-azabicyclo[2.2.1]hept-2-yl)(2-(8-(cyclopropylmethyl)-1,8-dihydropyrrolo[3,2-g]indazol-7-yl)-7-fluoro-1-methyl-1H-benzo[d]imidazol-5-yl)methanone N[C@H]1[C@@H]2N(C[C@H]1CC2)C(=O)C2=CC1=C(N(C(=N1)C1=CC3=CC=C4C=NNC4=C3N1CC1CC1)C)C(=C2)F